2-allyl-6-(1-methyl-1H-indazol-5-ylamino)-1-(2-{1-[(2H3)methyl]-4-piperidyloxy}-4-pyrimidinyl)-1,2-dihydro-3H-1,2,5,7-tetraazainden-3-one C(C=C)N1N(C2=NC(=NC=C2C1=O)NC=1C=C2C=NN(C2=CC1)C)C1=NC(=NC=C1)OC1CCN(CC1)C([2H])([2H])[2H]